C(C)(C)C1=C(C(=CC(=C1)C(C)C)C(C)C)S 2,4,6-triisopropylbenzenethiol